NC=1C(=C2C(=C(N(C2=CC1C(=O)N)CC(F)(F)F)C)C#N)C1=C(C(=CC=C1)O)C (P)-5-amino-3-cyano-4-(3-hydroxy-2-methylphenyl)-2-methyl-1-(2,2,2-trifluoroethyl)indole-6-carboxamide